N-(2,4-difluorobenzyl)-6-fluoro-4-oxospiro[thiochromane-2,4'-piperidine]-1'-carboxamide FC1=C(CNC(=O)N2CCC3(CC2)SC2=CC=C(C=C2C(C3)=O)F)C=CC(=C1)F